trifluoromethyl-phenyl-diazepine FC(F)(F)C=1C(=NNC=CC1)C1=CC=CC=C1